2-(3-(((1S,3S,4S,5R)-4-fluoro-1,7-dimethyl-9-azabicyclo[3.3.1]nonan-3-yl)(methyl)amino)-1,2,4-triazin-6-yl)-5-(1H-imidazol-1-yl)phenol F[C@@H]1[C@H](C[C@@]2(CC(C[C@H]1N2)C)C)N(C=2N=NC(=CN2)C2=C(C=C(C=C2)N2C=NC=C2)O)C